ethyl (4-bromo-2-methoxybenzoyl)glycinate BrC1=CC(=C(C(=O)NCC(=O)OCC)C=C1)OC